FC(C1=C(C=2[C@](C3=C(NC2N=C1)CC(CC3=O)(C)C)(C3=CC=CC=C3)C)C#N)F (R)-3-(difluoromethyl)-5,8,8-trimethyl-6-oxo-5-phenyl-5,6,7,8,9,10-hexahydrobenzo[b][1,8]naphthyridine-4-carbonitrile